Tert-butyl 3-({8-chloro-3-methylimidazo[1,5-a]pyridin-6-yl}methylene)azetidine-1-carboxylate ClC=1C=2N(C=C(C1)C=C1CN(C1)C(=O)OC(C)(C)C)C(=NC2)C